ClC=1C=C(C=C(C1)CCl)C1OCCC1 (3-chloro-5-(chloromethyl)phenyl)tetrahydrofuran